COC1=C(C=CC(=C1)OC)C=1SC(=CN1)C(=O)NCCCCCCC(=O)O 7-(2-(2,4-dimethoxyphenyl)thiazole-5-carboxamido)heptanoic acid